inosine-5'-phosphate disodium salt hydrate O.[Na+].[Na+].P(=O)([O-])([O-])OC[C@@H]1[C@H]([C@H]([C@@H](O1)N1C=NC=2C(O)=NC=NC12)O)O